5-(azetidin-3-yl)-2-tert-butylsulfonyl-pyridine N1CC(C1)C=1C=CC(=NC1)S(=O)(=O)C(C)(C)C